COC=1C(=CC2=C(C3=C(C=CO3)C=C2C1)C1=CC=C2CCN(CC2=C1)C)OC 6,7-dimethoxy-9-(2-methyl-1,2,3,4-tetrahydroisoquinolin-7-yl)naphtho[2,3]furan